OC1=CC=C(CNC2=C3N=CN(C3=NC=N2)[C@H]2[C@@H](O)[C@H](O)[C@H](O2)CO)O1 6-(5-Hydroxyfurfurylamino)-9-β-D-arabinofuranosylpurin